FC1=C(C=CC=C1)C1=C(N=C(C=2N1N=CC2)N2C1=C(N=CC2)[C@H](C2(CCNCC2)C1)N)C (5S)-1-[7-(2-fluorophenyl)-6-methyl-pyrazolo[1,5-a]pyrazin-4-yl]spiro[5,7-dihydrocyclopenta[b]pyrazine-6,4'-piperidine]-5-amine